1-(2-((3-(3,7-dimethylocta-2,6-dien-1-yl)-2,4-dihydroxy-6-pentylphenyl)sulfonyl)ethyl)pyrrolidine-2,5-dione CC(=CCC=1C(=C(C(=CC1O)CCCCC)S(=O)(=O)CCN1C(CCC1=O)=O)O)CCC=C(C)C